bis(2-aminoethyl)5-sulfoisophthalimide NCCC1=C(C(=C2C=C1C(=O)NC2=O)CCN)S(=O)(=O)O